ClC=1C(=C(C=CC1)C1=NN2C(C(CCC2)=O)=C1)C 2-(3-chloro-2-methyl-phenyl)-6,7-dihydro-5H-pyrazolo[1,5-a]pyridin-4-one